ClC1=C2C=CC=NC2=C(C=C1)OCC(=O)OC(CCCCC)C 1-methylhexyl (5-chloro-8-quinolinoxy)acetate